4-[2-(1-acetyl-4-piperidinyl)-1-(4-fluorophenyl)-4-hydroxy-indol-3-yl]Benzoic acid C(C)(=O)N1CCC(CC1)C=1N(C2=CC=CC(=C2C1C1=CC=C(C(=O)O)C=C1)O)C1=CC=C(C=C1)F